2-amino-6-fluoro-N-(5-fluoro-4-(4-(4-methylpiperazine-1-carbonyl)piperidin-1-yl)pyridin-3-yl)pyrazolo[1,5-a]pyrimidine NC1N(N2C(N=CC(=C2)F)=C1)C=1C=NC=C(C1N1CCC(CC1)C(=O)N1CCN(CC1)C)F